C(C1=CC=CC=C1)OC=1C=C(C2=CC=CC=C2C1)N1CC=2N=C(N=C(C2CC1)N1C[C@@H](N(CC1)C(=O)OCC1=CC=CC=C1)CC#N)S(=O)C benzyl (2S)-4-[7-(3-benzyloxy-1-naphthyl)-2-methylsulfinyl-6,8-dihydro-5H-pyrido[3,4-d]pyrimidin-4-yl]-2-(cyanomethyl)piperazine-1-carboxylate